ClC=1C=C(C=NC1Cl)N1C(C(=C(C=C1)[C@@H]1C[C@@H]2[C@@H]3C[C@@H]3[C@@H]1O2)F)F |r| rac-(1S,2S,4R,5R,6R,7S)-N-(5,6-dichloropyridin-3-yl)-7-(2,3-difluoropyridin-4-yl)-8-oxatricyclo[3.2.1.02,4]octane